FC=1C=2CCCC2C(=C2CCCC12)NC(NS(=O)(=O)C1=NN(C(=C1)CN(C)CC1(CCC1)O)C)=O 3-(8-fluoro-1,2,3,5,6,7-hexahydro-s-indacen-4-yl)-1-[5-({[(1-hydroxycyclobutyl)methyl](methyl)amino}methyl)-1-methylpyrazol-3-ylsulfonyl]urea